difluorocarbon sulfide FC(F)=S